O1COC2=C1C=CC(=C2)/C=C/C(=O)O (E)-3-(benzo[d][1,3]dioxolan-5-yl)acrylic acid